bis(3,5-difluorophenyl)phenylsulfonium chloride [Cl-].FC=1C=C(C=C(C1)F)[S+](C1=CC=CC=C1)C1=CC(=CC(=C1)F)F